(2R)-2-(octanoylamino)-N-[2-(2-pyridyl)ethyl]butanediamide C(CCCCCCC)(=O)N[C@@H](C(=O)NCCC1=NC=CC=C1)CC(=O)N